The molecule is a tirucallane triterpenoid found in Dysoxylum lenticellatum. It has a role as a plant metabolite. It is a cyclic terpene ketone, an epoxide and a tirucallane triterpenoid. CC(CC(=O)[C@H]1C(O1)(C)C)[C@@H]2CC[C@]3([C@]2(CC[C@H]4C3=CC[C@@H]5[C@@]4(CCC(=O)C5(C)C)C)C)C